CS(=O)(=O)O[C@H]1[C@@H]([C@@H](CCC1)C=C)C (1R,2R,3S)-2-METHYL-3-VINYLCYCLOHEXYL METHANESULFONATE